(methyl)-1-cyanomethanesulfonamide CC(S(=O)(=O)N)C#N